CCOCCOCCOCCOCCOCCOCCOCCOCCOCCC(=O)O 3,6,9,12,15,18,21,24,27-nonaoxatriacontan-30-oic acid